ClC1=C(C=C(C=C1)NC(=O)N1C2CC(CC1C2)C)[C@H]2[C@@](CC2)(C)O cis-N-(4-chloro-3-(cis-2-hydroxy-2-methylcyclobutyl)phenyl)-3-methyl-6-azabicyclo[3.1.1]heptane-6-carboxamide